N-(3-Cyano-6-(1-phenylethyl)-4,5,6,7-tetrahydrothieno[2,3-c]pyridin-2-yl)-2-(4-sulfamoylphenyl)-acetamid-hydrochlorid Cl.C(#N)C1=C(SC=2CN(CCC21)C(C)C2=CC=CC=C2)NC(CC2=CC=C(C=C2)S(N)(=O)=O)=O